N=1SN=C2C1C=CC=C2N 2,1,3-benzothiadiazol-4-amine